COC1=C(CS(=O)(=O)C2=CC3=C(S\C(\C(N3)=O)=C/C3=CC(=C(C=C3)OC)[N+](=O)[O-])C=C2)C(=CC=C1)OC (Z)-6-((2,6-dimethoxybenzyl)sulfonyl)-2-(4-methoxy-3-nitrobenzylidene)-2H-benzo[b][1,4]thiazin-3(4H)-one